C(C)(C)C=1C=C(C=CC1)NC1=NN(C2=CC=CC=C12)CC1=CC=C(C=C1)OC N-(3-isopropylphenyl)-1-(4-methoxybenzyl)-1H-indazol-3-amine